N-[(9Z)-3,3-dimethyl-10-oxo-1,2,3,4,9,10-hexahydrophenanthren-9-ylidene]-D-serine CC1(CCC=2C(\C(\C3=CC=CC=C3C2C1)=N/[C@H](CO)C(=O)O)=O)C